chloro-7-[(2-methyl-3H-benzimidazol-5-yl)oxy]-2-[1-[2-(4-piperidinyl)ethyl]pyrazol-4-yl]quinoxaline ClC=1C(=NC2=CC(=CC=C2N1)OC1=CC2=C(N=C(N2)C)C=C1)C=1C=NN(C1)CCC1CCNCC1